2-((3AS,4S,6R,6aR)-6-(hydroxymethyl)-2,2-dimethyltetrahydrofurano[3,4-d][1,3]dioxol-4-yl)acetic acid OC[C@H]1O[C@H]([C@H]2[C@@H]1OC(O2)(C)C)CC(=O)O